O=C1N(CC2=CC=C(C=C12)C=1C=NC(=CC1)N1CCNCC1)C(C(=O)NC=1SC=CN1)C1=CC=CC=C1 2-(1-oxo-6-(6-(piperazin-1-yl)pyridin-3-yl)isoindol-2-yl)-2-phenyl-N-(thiazol-2-yl)acetamide